COC1=C(C=CC(=C1)C(=O)O)C1=CC=C(C=C1)NS(=O)(=O)C methoxy-4'-(methylsulfonamido)-[1,1'-biphenyl]-4-carboxylic acid